FC=1C=C(C=CC1)C=1C(=NN(C1C(=O)O)C=1SC(=C(N1)C1=CC=C(C=C1)C(F)(F)F)SC(C)C)C 4-(3-fluorophenyl)-1-(5-(isopropylthio)-4-(4-(trifluoromethyl)phenyl)thiazol-2-yl)-3-methyl-1H-pyrazole-5-carboxylic acid